CC1(OC[C@@H]2[C@H](O1)[C@@H]([C@H]([C@]1(O2)OCCC1)OC(C(=O)O)C)N1N=NC(=C1)C1=CC(=C(C(=C1)F)F)F)C 2-(((2S,4a'R,7'R,8'S,8a'R)-2',2'-dimethyl-8'-(4-(3,4,5-trifluorophenyl)-1H-1,2,3-triazol-1-yl)hexahydro-3H,4'H-spiro[furan-2,6'-pyrano[3,2-d][1,3]dioxin]-7'-yl)oxy)propanoic acid